C1(CC1)C1=NC(=CC(=N1)C(=O)NC1=CC(=CC=C1)C1=C(C=NN1C)C1=NN=CN1C)C 2-cyclopropyl-6-methyl-N-(3-(1-methyl-4-(4-methyl-4H-1,2,4-triazol-3-yl)-1H-pyrazol-5-yl)phenyl)pyrimidine-4-carboxamide